3-[4-[(2-aminoacetyl)amino]cyclohexyl]-1-sulfamoyl-pyrrole-2-carboxylic acid NCC(=O)NC1CCC(CC1)C1=C(N(C=C1)S(N)(=O)=O)C(=O)O